tert-butyl (2R,4R)-4-hydroxy-2-(hydroxymethyl)pyrrolidine-1-carboxylate O[C@@H]1C[C@@H](N(C1)C(=O)OC(C)(C)C)CO